C(C)(=O)C=1C=C(C=C2C(=CC(=NC12)N1CCOCC1)C#N)Cl 8-acetyl-6-chloro-2-morpholino-quinoline-4-carbonitrile